(S)-8-chloro-6-(((8-chloroisoquinolin-5-yl)(1-(1-(trifluoromethyl)cyclopropyl)-1H-1,2,3-triazol-4-yl)methyl)amino)-4-(neopentylamino)quinoline-3-carbonitrile ClC=1C=C(C=C2C(=C(C=NC12)C#N)NCC(C)(C)C)N[C@H](C=1N=NN(C1)C1(CC1)C(F)(F)F)C1=C2C=CN=CC2=C(C=C1)Cl